ClC=1C=C(C=2N(N1)C(=NC2)[C@@H]2O[C@@H]([C@H]([C@H]2O)O)CO)NC2CCCC2 (2S,3R,4S,5R)-2-[2-chloro-4-(cyclopentylamino)imidazo[1,5-b]pyridazin-7-yl]-5-(hydroxymethyl)oxolane-3,4-diol